(2S,3S)-3-(((TERT-BUTYLDIPHENYLSILYL)OXY)METHYL)-2-METHYLPENT-4-EN-1-YL METHANESULFONATE CS(=O)(=O)OC[C@H]([C@H](C=C)CO[Si](C1=CC=CC=C1)(C1=CC=CC=C1)C(C)(C)C)C